5-hydroxy-2-nitrobenzaldehyde OC=1C=CC(=C(C=O)C1)[N+](=O)[O-]